5-[3-[[4-(4-aminophenyl)piperazin-1-yl]methyl]-8-azaspiro[4.5]decan-8-yl]-2-(2,6-dioxo-3-piperidyl)isoindoline-1,3-dione NC1=CC=C(C=C1)N1CCN(CC1)CC1CCC2(C1)CCN(CC2)C=2C=C1C(N(C(C1=CC2)=O)C2C(NC(CC2)=O)=O)=O